(Z)-(4-bromo-3-fluoro-but-2-en-1-yl)carbamic acid tert-butyl ester C(C)(C)(C)OC(NC\C=C(\CBr)/F)=O